5-(1,1,2,2,2-pentafluoroethyl)thiophene-3-carboxylate FC(C(F)(F)F)(F)C1=CC(=CS1)C(=O)[O-]